2,4-dimethyl-3-azetidinone CC1NC(C1=O)C